3,5-dioxahexanoic acid C(COCOC)(=O)O